Diaminopropane dihydrochloride CCC(N)N.Cl.Cl